C(\C=C(/C)\CCC=C(C)C)(=O)SCCNC(CCNC([C@@H](C(COP(OP(OC[C@@H]1[C@H]([C@H]([C@@H](O1)N1C=NC=2C(N)=NC=NC12)O)OP(=O)(O)O)(=O)O)(=O)O)(C)C)O)=O)=O geranoyl-CoA